ClC=1C=C(C=CC1)[C@H](C(=O)N1CC2=C(N=C(NC2=O)C2(CC2)C=2SC=C(C2)C(C)C)CC1)O (R)-6-(2-(3-chlorophenyl)-2-hydroxyacetyl)-2-(1-(4-isopropylthiophen-2-yl)cyclopropyl)-5,6,7,8-tetrahydropyrido[4,3-d]pyrimidin-4(3H)-one